4-(4-((1-(4-cyanophenyl)-3-cyclobutylamino)sulfonyl)-3,4-dihydro-2H-pyrido[4,3-b][1,4]Thiazin-8-yl)benzonitrile C(#N)C1=CC=C(C=C1)C1CC(C1)NS(=O)(=O)N1C2=C(SCC1)C(=CN=C2)C2=CC=C(C#N)C=C2